6-[4-(4-fluorophenyl)-4-hydroxypiperidin-1-yl]-N-[(pyridin-2-yl)methyl]Pyrazine-2-carboxamide FC1=CC=C(C=C1)C1(CCN(CC1)C1=CN=CC(=N1)C(=O)NCC1=NC=CC=C1)O